2-(4-(3-chloropropoxy)phenyl)-3-hydroxy-6,7-dimethoxyquinolin-4(1H)-one ClCCCOC1=CC=C(C=C1)C=1NC2=CC(=C(C=C2C(C1O)=O)OC)OC